C(C)(C)(C)OC(=O)[C@@H]1[C@H](C1)CCO (1S,2R)-2-(2-hydroxyethyl)cyclopropanecarboxylic acid tertiary Butyl ester